N1N=CC=2C1=NC=C(C2)C(=O)O 1H-pyrazolo[3,4-b]Pyridine-5-carboxylic acid